4-(4-(4,4,5,5-tetramethyl-1,3,2-dioxaborolan-2-yl)-1H-pyrazol-1-yl)piperidine CC1(OB(OC1(C)C)C=1C=NN(C1)C1CCNCC1)C